Butyl 4-(2-aminophenyl)-2-(4-(2-aminophenyl)-2-butyrylamino-4-oxobutyrylamino)-4-oxobutanoate NC1=C(C=CC=C1)C(CC(C(=O)OCCCC)NC(C(CC(=O)C1=C(C=CC=C1)N)NC(CCC)=O)=O)=O